CC(C(=O)N)N(C)C methyl(dimethylamino)acetamide